CC=1C=C(C=CC1OCC1CO1)C1(C2=CC=CC=C2C=2C=CC=CC12)C1=CC(=C(C=C1)OCC1CO1)C 9,9-bis(3-methyl-4-glycidoxyphenyl)fluorene